CN(C(C)=O)CC(C1=CC=C(C=C1)C)=O N-methyl-N-(2-oxo-2-(4-methylphenyl)ethyl)acetamide